5-(3-fluoro-1H-pyrazol-1-yl)quinoline-2-carboxylic acid FC1=NN(C=C1)C1=C2C=CC(=NC2=CC=C1)C(=O)O